BrC1=CC=2N(C=C1)N=C(C2)C(=O)O 5-bromopyrazolo[1,5-a]pyridine-2-carboxylic acid